(R)-β-amino-4-(2-trifluoromethylphenyl)-butyric acid N[C@@H](CC(=O)O)CC1=C(C=CC=C1)C(F)(F)F